2,2-dimethyl-4-oxo-3,8,11-trioxa-5-azatridecan-13-oic Acid CC(C)(OC(NCCOCCOCC(=O)O)=O)C